5-methyl-4-oxotetrahydrothiophene CC1C(CCS1)=O